BrC1=CC2=C(OCC(N2C(=O)OC(C)(C)C)C)N=C1 tert-butyl 7-bromo-2-methyl-2,3-dihydro-1H-pyrido[2,3-b][1,4]oxazine-1-carboxylate